C(C1CO1)C(CC[Si](OC)(OC)CCC(CC)CC1CO1)CC di(3-glycidylpentyl)dimethoxysilane